C1(=CC=CC=C1)N=NC1=CC=C(C=C1)NC(C1=CC=CC=C1)=O N-(4-(phenyldiazenyl)phenyl)benzamide